C(CCCCCCCC)N n-nonanamine